4-{(1R,2R)-2-[5-(piperidin-1-yl)-1,2,4-oxadiazol-3-yl]cyclopropyl}benzenesulfonamide N1(CCCCC1)C1=NC(=NO1)[C@H]1[C@@H](C1)C1=CC=C(C=C1)S(=O)(=O)N